C(C)(C)(C)C1=CC(=C(C=C1C1CC1)O)C 4-tert-butyl-5-cyclopropyl-2-methyl-phenol